(R)-1-(1-((1-(3-cyano-2-methylphenyl)ethyl)amino)-4-methylpyrido[3,4-d]pyridazin-7-yl)piperidine-4-carboxylic acid methyl ester COC(=O)C1CCN(CC1)C1=CC=2C(=C(N=NC2N[C@H](C)C2=C(C(=CC=C2)C#N)C)C)C=N1